C1(CC1)COC(NC1=NC=CC(=C1)C=1OC=C(N1)C(NC=1C(=NN(C1)C1=CC=C(C=C1)CO)C(F)(F)F)=O)=O (cyclopropylmethyl)-N-[4-[4-[[1-[4-(hydroxymethyl)phenyl]-3-(trifluoromethyl)pyrazol-4-yl]carbamoyl]oxazol-2-yl]-2-pyridyl]carbamate